(3R)-3-(4-{4-[(5-{1-[6-(2-HYDROXYPHENYL)PYRIDAZIN-4-YL]-4-PHENYLPIPERIDINE-4-CARBONYL}-DECAHYDRO-1,5-NAPHTHYRIDIN-1-YL)METHYL]PIPERIDIN-1-YL}PHENYL)PIPERIDINE-2,6-DIONE OC1=C(C=CC=C1)C1=CC(=CN=N1)N1CCC(CC1)(C(=O)N1C2CCCN(C2CCC1)CC1CCN(CC1)C1=CC=C(C=C1)[C@@H]1C(NC(CC1)=O)=O)C1=CC=CC=C1